hexanoic acid heptadecan-9-yl ester CCCCCCCCC(CCCCCCCC)OC(CCCCC)=O